2-(4-chlorothien-2-yl)morpholine ClC=1C=C(SC1)C1CNCCO1